C(C)NCC.C(C)NCC.C(C)NCC.C(C)NCC.C(C)NCC.[Ta] tantalum penta(diethylamine)